C(C)OC(CC1CCN(CC1)C1=C(C=C(C=C1F)C1=CC=CC=2SC=CC21)F)=O [1-(4-benzo[b]thiophen-4-yl-2,6-difluoro-phenyl)-piperidin-4-yl]-acetic acid ethyl ester